C(C)OC1=CC=C(C=C1)NC1=NC=CC=N1 N-(4-ethoxyphenyl)pyrimidin-2-amine